Benzyl (1S,3S,6R)-7-oxabicyclo[4.1.0]heptan-3-ylcarbamate [C@@H]12C[C@H](CC[C@H]2O1)NC(OCC1=CC=CC=C1)=O